3-Bromo-5-(1,1,1-trifluoropropan-2-yl)thieno[2,3-d]pyridazin-4(5H)-one BrC1=CSC=2C=NN(C(C21)=O)C(C(F)(F)F)C